1-(4-fluorophenyl)-(R,R)-1,2-butanediol FC1=CC=C(C=C1)[C@H]([C@@H](CC)O)O